5-bromo-1-(difluoromethoxy)-2,3-difluorobenzene BrC=1C=C(C(=C(C1)OC(F)F)F)F